CC1=CNC2=NC=C(C=C21)C2=CC(=C1CCN(CC1=C2)C(=O)C2CCOCC2)[C@@H]2NCCOC2 (S)-(7-(3-Methyl-1H-pyrrolo[2,3-b]pyridin-5-yl)-5-(morpholin-3-yl)-3,4-dihydroisoquinoline-2(1H)-yl)(tetrahydro-2H-pyran-4-yl)methanone